1-(2-hydroxyethyl)pyrrolidin-3-ol OCCN1CC(CC1)O